3-(cyclopropanecarboxamido)-N-(4-isopropoxypyridin-3-yl)imidazo[1,2-b]pyridazine-8-carboxamide C1(CC1)C(=O)NC1=CN=C2N1N=CC=C2C(=O)NC=2C=NC=CC2OC(C)C